N1C(=NC=C1)\C=C\1/C(NC2=CC=C(C=C12)NS(=O)(=O)C1=CC=C(C=C1)C)=O (Z)-N-(3-((1H-imidazol-2-yl)methylene)-2-oxoindolin-5-yl)-4-methylbenzenesulfonamide